(S)-oxetan-2-ylmethylamide O1[C@@H](CC1)C[NH-]